C=1(C(=CC=CC1)C=1C=CC=C(C1C(=O)OCC)C(=O)[O-])C1=CC=CC=C1 Ethyl biphenylphthalate